3-chloro-N-(4-{1-[(3,4-difluorophenyl)carbamoyl]cyclobutyl}phenyl)benzamide ClC=1C=C(C(=O)NC2=CC=C(C=C2)C2(CCC2)C(NC2=CC(=C(C=C2)F)F)=O)C=CC1